7-(3,3-difluoro-4-methylpyrrolidin-1-yl)-5-(2,4-dimethoxypyrimidin-5-yl)pyrazolo[1,5-a]pyrimidine FC1(CN(CC1C)C1=CC(=NC=2N1N=CC2)C=2C(=NC(=NC2)OC)OC)F